6-chloro-2-methyl-4-[3-(2-methylpyrazol-3-yl)-7,8-dihydro-5H-1,6-naphthyridin-6-yl]quinazoline ClC=1C=C2C(=NC(=NC2=CC1)C)N1CC=2C=C(C=NC2CC1)C=1N(N=CC1)C